m-hydroxyphenyl isothiocyanate OC=1C=C(C=CC1)N=C=S